F[C@H]1CN(CC[C@H]1OC)C1=NC=CC(=N1)NC=1N=CC2=C(C=C(C(=C2C1)C(C)C)NC(C#CC)=O)N1CC(C1)CS(=O)(=O)C N-(3-((2-((3S,4R)-3-fluoro-4-methoxypiperidin-1-yl)pyrimidin-4-yl)amino)-5-isopropyl-8-(3-((methylsulfonyl)methyl)azetidin-1-yl)isoquinolin-6-yl)but-2-ynamide